(1S,3S)-3-((6-(5-chloro-3-(((((((R)-1-phenylethoxy)))carbonyl)amino)methyl)thiophen-2-yl)-2-methylpyridin-3-yl)oxy)cyclohexane-1-carboxylate ClC1=CC(=C(S1)C1=CC=C(C(=N1)C)O[C@@H]1C[C@H](CCC1)C(=O)[O-])CNC(=O)O[C@H](C)C1=CC=CC=C1